(S)-2-chlorophenylglycine methyl ester COC([C@@H](N)C1=C(C=CC=C1)Cl)=O